COC=1C=CC(=NC1)CN1CCC(CC1)SCC1=NC2=C(C=CC=C2C(N1)=O)C 2-(((1-((5-Methoxypyridin-2-yl)methyl)piperidin-4-yl)thio)methyl)-8-methylquinazolin-4(3H)-one